tert-Butyl 3,3-difluorohexahydropyrrolo[3,4-b]pyrrole-5(1H)-carboxylate FC1(C2C(NC1)CN(C2)C(=O)OC(C)(C)C)F